COC1=CC=C(CSC=2C=C3C(=NC2)NC=N3)C=C1 6-((4-methoxybenzyl)thio)-3H-imidazo[4,5-b]pyridine